5-(2-(5-methoxy-1H-indol-3-yl)ethyl)-6-(piperidin-4-ylmethyl)-5,6,7,8-tetrahydro-[1,3]dioxazolo[4,5-g]isoquinoline COC=1C=C2C(=CNC2=CC1)CCC1N(CCC=2C=C3C(=CC12)ONO3)CC3CCNCC3